propyl-2,7-dimethyloct-4-yne-3,6-diol C(CC)CC(C(C#CC(C(C)C)O)O)C